tert-butyl (3R)-3-[[2-(5-amino-5-oxo-pent-1-ynyl)thieno[3,2-c]pyridin-4-yl]-[2-fluoro-4-(5-methyl-1,3,4-thiadiazol-2-yl)benzoyl]-amino]piperidine-1-carboxylate NC(CCC#CC1=CC=2C(=NC=CC2S1)N([C@H]1CN(CCC1)C(=O)OC(C)(C)C)C(C1=C(C=C(C=C1)C=1SC(=NN1)C)F)=O)=O